BrC=1C=C(C(=NC1)C1(CC(C1)(C)CO[Si](C)(C)C(C)(C)C)N[S@](=O)C(C)(C)C)F (R)-N-((1s,3S)-1-(5-bromo-3-fluoropyridin-2-yl)-3-(((tert-butyldimethylsilyl)oxy)methyl)-3-methylcyclobutyl)-2-methylpropane-2-sulfinamide